(1R,4R)-4-(7-Methoxy-2-methyl-4-carbonyl-3,4-dihydroquinazolin-6-yl)cyclohexane-1-carboxylate COC1=C(C=C2C(NC(=NC2=C1)C)=C=O)C1CCC(CC1)C(=O)[O-]